FC(CC1COCCC1)(F)F 3-(2,2,2-trifluoroethyl)tetrahydropyran